6-{[(1R)-1-(4-chlorophenyl)-7-fluoro-1-(2-hydroxyethoxy)-5-methyl-3-oxo-2,3-dihydro-1H-isoindol-2-yl]methyl}pyridine-3-carbonitrile ClC1=CC=C(C=C1)[C@@]1(N(C(C2=CC(=CC(=C12)F)C)=O)CC1=CC=C(C=N1)C#N)OCCO